NC1=CC(=C(C=C1)O)CN1CCN(CC1)CC(OC)OC 4-amino-2-((4-(2,2-dimethoxyethyl)-piperazin-1-yl)methyl)phenol